N4-(3-(1-((2R,3S,4S,5R)-3,4-dihydroxy-5-(hydroxymethyl)tetrahydrofuran-2-yl)ureido)propanoyl)-L-asparagine O[C@@H]1[C@@H](O[C@@H]([C@H]1O)CO)N(C(=O)N)CCC(=O)NC(C[C@H](N)C(=O)O)=O